COC(C1=NN=C2N1C=C(N=C2)C=2C=NC(=CC2)O[C@H](C(F)(F)F)C(C)C)(F)F (S)-3-(methoxydifluoromethyl)-6-(6-((1,1,1-trifluoro-3-methylbutan-2-yl)oxy)pyridin-3-yl)-[1,2,4]triazolo[4,3-a]pyrazine